4-(dimethylamino)-3-(3-(trifluoromethyl)phenoxy)-3-buten-2-one CN(C=C(C(C)=O)OC1=CC(=CC=C1)C(F)(F)F)C